N1CCC(C2=CC=CC=C12)=O 2,3-dihydro-1H-quinolin-4-one